5-((3,4-dihydroxybutoxy)carbonyl)furan-2-carboxylic acid OC(CCOC(=O)C1=CC=C(O1)C(=O)O)CO